(S)-N-(1-amino-3-hydroxy-1-oxopropan-2-yl)-5-((2-(dimethylamino)pyridin-3-yl)methoxy)-2-methylbenzofuran-3-carboxamide NC([C@H](CO)NC(=O)C1=C(OC2=C1C=C(C=C2)OCC=2C(=NC=CC2)N(C)C)C)=O